C(CC#C)NC(=O)C1CCC(CC1)N[C@@H]1C[C@@H](N(C2=CC=CC=C12)C(CC)=O)C (1R,4r)-N-(but-3-yn-1-yl)-4-(((2S,4R)-2-methyl-1-propionyl-1,2,3,4-tetrahydroquinolin-4-yl)amino)cyclohexane-1-carboxamide